C(C)C1=C(C(=C(C(=C1C)CC)CC)S(=O)(=O)O)CC tetraethyl-para-toluenesulfonic acid